Cl.CN[C@@H]1C[C@@H](CCC1)C=1C=2N(C=C(N1)C=1C=NN(C1)C)N=CC2 |r| rac-cis-N-methyl-3-(6-(1-methyl-1H-pyrazol-4-yl)pyrazolo[1,5-a]pyrazin-4-yl)cyclohexan-1-amine hydrochloride